(3S)-7,9-difluoro-2-oxo-1,3,4,5-tetrahydro-1-benzazepine FC=1C=C(C2=C(CCCC(N2)=O)C1)F